4-((R)-1-(3-Chloro-2-fluorophenyl)ethoxy)-6-(((S)-pyrrolidin-3-yl)oxy)pyrido[3,2-d]pyrimidine ClC=1C(=C(C=CC1)[C@@H](C)OC=1C2=C(N=CN1)C=CC(=N2)O[C@@H]2CNCC2)F